2-(4,6-dimethylpyrazolo[1,5-a]pyrazin-2-yl)-7-[4-(ethylamino)piperidin-1-yl]-9-methyl-4H-pyrido[1,2-a]pyrimidin-4-one CC=1C=2N(C=C(N1)C)N=C(C2)C=2N=C1N(C(C2)=O)C=C(C=C1C)N1CCC(CC1)NCC